(4-(4,4-difluoropiperidine-1-carbonyl)phenyl)boronic acid FC1(CCN(CC1)C(=O)C1=CC=C(C=C1)B(O)O)F